C(C)(C)(C)C=1C=C(N(N1)C1=CC=C(C=C1)C)NC(=O)NC1=CC=C(C2=CC=CC=C12)CCCOC(=O)C=1OC=CC1 1-[5-tert-butyl-2-p-tolyl-2H-pyrazol-3-yl]-3-[4-(3-(furan-2-ylcarbonyloxy)prop-1-yl)naphthalen-1-yl]-urea